3-fluoro-6-(2-methoxy-4-pyridinyl)-2-vinyl-aniline FC=1C(=C(N)C(=CC1)C1=CC(=NC=C1)OC)C=C